CC1=NOC(=C1)C1=CC=C(O1)S(=O)(=O)N1CCN(CC1)C[C@H](C)N1CN=C(C2=CC=CC(=C12)C(F)(F)F)N (2S)-1-(4-{[5-(3-methyl-1,2-oxazol-5-yl)furan-2-yl]sulfonyl}(piperazin-1-yl)propan-2-yl)-8-(trifluoromethyl)quinazolin-4-amine